C1(=CC=CC=C1)C=1NC(=C(N1)C1=C(C=CC=C1)O)C1=CC=NC=C1 (2-phenyl-5-(pyridin-4-yl)-1H-imidazol-4-yl)phenol